3-hydroxy-4-(3-methyl-2-oxo-1H-benzoimidazol-4-yl)piperidine-1-carboxylic acid tert-butyl ester C(C)(C)(C)OC(=O)N1CC(C(CC1)C1=CC=CC=2NC(N(C21)C)=O)O